C(C)OC1=NC2=C(C(N(C=C2C=C1)C=1C=CC2=C(N(C=N2)C)C1)=O)C1=CC=C(C=C1)C(F)(F)F 2-ethoxy-6-(1-methyl-1H-benzo[d]imidazol-6-yl)-8-(4-(trifluoromethyl)phenyl)-1,6-naphthyridin-7(6H)-one